3-(prop-2-en-1-yl)dihydrofuran-2,5-dione ethyl-(E)-3-[4-[2-[5-[(4,6-difluoro-1H-indol-5-yl)oxy]-2-fluoro-phenyl]-1H-imidazol-4-yl]-4-methyl-chroman-8-yl]prop-2-enoate C(C)OC(\C=C\C=1C=CC=C2C(CCOC12)(C)C=1N=C(NC1)C1=C(C=CC(=C1)OC=1C(=C2C=CNC2=CC1F)F)F)=O.C(C=C)C1C(OC(C1)=O)=O